5-(4-{6-[(3S)-3-(cyclobutylamino)pyrrolidin-1-yl]pyridazin-3-yl}-3-hydroxyphenyl)pyridazin-3-ol C1(CCC1)N[C@@H]1CN(CC1)C1=CC=C(N=N1)C1=C(C=C(C=C1)C=1C=C(N=NC1)O)O